FC(S(=O)(=O)OC1=CC[C@H]2[C@@H]3CC[C@@H]4C[C@](CC[C@@H]4[C@H]3CC[C@]12C)(C)O[Si](C)(C)C(C)(C)C)(F)F (3R,5R,8R,9R,10S,13S,14S)-3-((tert-butyldimethylsilyl)oxy)-3,13-dimethyl-2,3,4,5,6,7,8,9,10,11,12,13,14,15-tetradecahydro-1H-cyclopenta[a]phenanthren-17-yl trifluoromethanesulfonate